CC(C=O)(C)N1CC2(C1)COC2 2-methyl-2-(6-oxa-2-azaspiro[3.3]hept-2-yl)propanal